ClC1=C(C=CC=C1Cl)CC(C(=O)O)NC1=NC(=NC(=C1)C=1C=CC=2N(C1)C(=NC2)C)NC 3-(2,3-dichlorophenyl)-2-[[2-(methylamino)-6-(3-methylimidazo[1,5-a]pyridin-6-yl)pyrimidin-4-yl]amino]propanoic acid